Isobutyl-ammonium C(C(C)C)[NH3+]